C(C)(C)OC(=O)N1[C@H](CN(CC1)CC1=C(C(=CC(=C1)Cl)NC=1OC(=NN1)C(C(F)(F)F)O)C)C (2S)-4-[[5-chloro-2-methyl-3-[[5-(2,2,2-trifluoro-1-hydroxy-ethyl)-1,3,4-oxadiazol-2-yl]amino]phenyl]methyl]-2-methyl-piperazine-1-carboxylic acid isopropyl ester